C(C)(C)(C)OC(=O)N1[C@@H](CN(CC1)C(=O)OCC1=CC=CC=C1)COC1=CC=C(C=C1)S(=O)(=O)C (S)-2-((4-(methylsulfonyl)phenoxy)methyl)piperazine-1,4-dicarboxylic acid 4-benzyl 1-tert-butyl ester